F[C@@H](C=O)[C@H](O)[C@H](O)CO 2-deoxy-2-fluororibose